FC(C=1C=C(C=CC1)C1CC2(C1)CCN(CC2)C(=O)OC(C)(C)C)(F)F tert-Butyl 2-(3-trifluoromethylphenyl)-7-azaspiro[3.5]nonane-7-carboxylate